C(C)C1C(NC2=C(O1)C=C(C(=C2)C)S(=O)(=O)Cl)=O 2-ethyl-6-methyl-3-oxo-3,4-dihydro-2H-benzo[b][1,4]oxazine-7-sulfonyl chloride